(E)-4-(dimethylamino)-1-(10-((4-phenoxyphenyl)amino)-2,3-dihydro-4H-[1,4]oxazino[2,3-f]quinazolin-4-yl)but-2-en-1-one CN(C/C=C/C(=O)N1CCOC2=C3C(=NC=NC3=CC=C21)NC2=CC=C(C=C2)OC2=CC=CC=C2)C